BrC1=NN(C(=C1)C(=O)NC1(CC1)C(NC)=O)C1=NC=CC=C1Cl 3-bromo-1-(3-chloropyridin-2-yl)-N-(1-(methylcarbamoyl)cyclopropyl)-1H-pyrazole-5-carboxamide